rac-tert-butyl (3-((1S*,2S*)-2-carbamoylcyclopropyl)-5-chlorophenyl)carbamate C(N)(=O)[C@@H]1[C@H](C1)C=1C=C(C=C(C1)Cl)NC(OC(C)(C)C)=O |r|